C[N+]1=CC=C(C=C1)C1=CC=[N+](C=C1)CC(=O)O 1-methyl-1'-carboxymethyl-4,4'-bipyridinium